[C@H]1(C=C[C@@H](CC1)C(=C)C)C cis-p-Mentha-2,8-dien